C(C)N([C@H](CO)C(=O)O)CC1=C(C=C(C(=C1)Cl)OCC=1C(=C(C=CC1)C1=CC=C(C=C1)C(NC)=O)Cl)OCC1=CC=2C(=NON2)C=C1 Ethyl-(2-(benzo[c][1,2,5]oxadiazol-5-ylmethoxy)-5-chloro-4-((2-chloro-4'-(methylcarbamoyl)-[1,1'-biphenyl]-3-yl)methoxy)benzyl)-D-serine